3-[4-[4-[1-[[2-chloro-6-methoxy-4-(2-methyl-1-oxo-2,7-naphthyridin-4-yl)phenyl]methyl]-3,3-difluoro-4-piperidyl]piperazin-1-yl]-3-fluoro-phenoxy]piperidine-2,6-dione ClC1=C(C(=CC(=C1)C1=CN(C(C2=CN=CC=C12)=O)C)OC)CN1CC(C(CC1)N1CCN(CC1)C1=C(C=C(OC2C(NC(CC2)=O)=O)C=C1)F)(F)F